O[C@H]1[C@@H](C[C@H](CC1)C1(C=C(NN1[C@@H](C)C1=CC=CC=C1)C(=O)NC)C(=O)N)C 5-((1S,3R,4R)-4-hydroxy-3-methylcyclohexyl)-N3-methyl-1-((S)-1-phenylethyl)-1H-pyrazole-3,5-dicarboxamide